O=C1N(CCC(N1)=O)N1C(C2=CC=C(C=C2C1=O)CN1CCN(CC1)C=1N=C(C2=C(N1)C=CS2)N2CCNCC2)=O 2-(2,4-dioxotetrahydropyrimidin-1(2H)-yl)-5-((4-(4-(piperazin-1-yl)thieno[3,2-d]pyrimidin-2-yl)piperazin-1-yl)methyl)isoindoline-1,3-dione